C(C=CC=CCC)(=O)N 2,4-Heptadienamide